CC1=NN2C(CN(C3=C(C=CC=C23)NC2=CC(=NC=C2C(=O)NC([2H])([2H])[2H])NC2=NC(=NC(=C2)C)C)C)=N1 4-((2,5-dimethyl-4,5-dihydro-[1,2,4]triazolo[1,5-a]quinoxalin-6-yl)amino)-6-((2,6-dimethylpyrimidin-4-yl)amino)-N-(methyl-d3)nicotinamide